2,2-Diphenyl-8-(4-(4-(piperidin-1-yl)butoxy)phenyl)-6H-[1,3]dioxolo[4,5-h]chromen-6-one C1(=CC=CC=C1)C1(OC2=C(C=CC=3C(C=C(OC23)C2=CC=C(C=C2)OCCCCN2CCCCC2)=O)O1)C1=CC=CC=C1